2-[2-[2-[(2S)-2-benzyloxypropoxy]ethoxy]ethyl]-4-bromo-1-methyl-imidazole C(C1=CC=CC=C1)O[C@H](COCCOCCC=1N(C=C(N1)Br)C)C